O=C1NC(CCC1N1C(C2=CC=CC(=C2C1)CCCCCN1CCN(CC1)CCCOC1=CC=C(C=C1)S(=O)(=O)NC1=C(C(=O)O)C=CC(=C1)C1=CC=C(C2=CC=CC=C12)C)=O)=O 2-((4-(3-(4-(5-(2-(2,6-dioxopiperidin-3-yl)-1-oxoisoindolin-4-yl)pentyl)piperazin-1-yl)propoxy)phenyl)sulfonamido)-4-(4-methylnaphthalen-1-yl)benzoic acid